ClC1=C(C=C(OCC(=O)NC23CC(C2)(C3)NC=3C=2N(C=CN3)C(=NN2)C)C=C1)F 2-(4-chloro-3-fluorophenoxy)-N-{3-[(3-methyl-[1,2,4]triazolo[4,3-a]pyrazin-8-yl)amino]bicyclo[1.1.1]pentan-1-yl}acetamide